12-methyl-2,3,4,4a,5,6-hexahydro-1H-5,10b-prop[1]eno-1,7-phenanthrolin-8(7H)-one CC1=CC2C3CCCNC3(C=3C=CC(NC3C2)=O)C1